C(CCC)OCCOP(OCCOCCCC)(OCCOCCCC)=O phosphoric acid tris(2-butoxyethyl) ester